C(C)(=O)OC1OC(C=C1)OC(C)=O 2,5-Diacetoxy-2,5-dihydrofuran